8-(benzyl-(cyclopropylmethyl)amino)-5-methyl-6-oxo-5,6-dihydro-1,5-naphthyridine-2-carbonitrile C(C1=CC=CC=C1)N(C1=CC(N(C=2C=CC(=NC12)C#N)C)=O)CC1CC1